6-((5-((3S,4S)-4-amino-3-methyl-2-oxa-8-azaspiro[4.5]decan-8-yl)imidazo[1,2-c]pyrimidin-8-yl)thio)-5-chloro-3-(2-methoxyethyl)quinazolin-4(3H)-one N[C@@H]1[C@@H](OCC12CCN(CC2)C2=NC=C(C=1N2C=CN1)SC=1C(=C2C(N(C=NC2=CC1)CCOC)=O)Cl)C